ClC=1C=C(C=NC1N1N=CC=N1)NC(=O)C=1C=NN(C1C(F)(F)F)C1=CN=CC2=C(C=CC=C12)F N-(5-Chloro-6-(2H-1,2,3-triazol-2-yl)pyridin-3-yl)-1-(8-fluoroisochinolin-4-yl)-5-(trifluoromethyl)-1H-pyrazol-4-carboxamid